fluorooctyl iodide FCCCCCCCCI